benzyl [(2-fluoro-4-iodobutyl)(methyl)amino]methanoate FC(CN(C)C(=O)OCC1=CC=CC=C1)CCI